1-(3-((2-((3-methyl-1-(2-morpholinoethyl)-1H-pyrazol-4-yl)amino)-5-(trifluoromethyl)pyrimidin-4-yl)amino)propyl)piperidin-2-one CC1=NN(C=C1NC1=NC=C(C(=N1)NCCCN1C(CCCC1)=O)C(F)(F)F)CCN1CCOCC1